COC1=NC2=CC=CC=C2C=C1C1=CN=C(N1)[C@H](CCCCNC(C1=C(C=CC=C1)SC)=O)NC(=O)C=1C=NNC1 (S)-N-(1-(5-(2-methoxyquinolin-3-yl)-1H-imidazol-2-yl)-5-(2-(methylthio)benzamido)pentyl)-1H-pyrazole-4-carboxamide